N-[(1R)-1-[3-[5-(Hydroxymethyl)-2-oxo-oxazolidin-3-yl]phenyl]ethyl]-2-methyl-5-(4-methylpiperazin-1-yl)benzamide OCC1CN(C(O1)=O)C=1C=C(C=CC1)[C@@H](C)NC(C1=C(C=CC(=C1)N1CCN(CC1)C)C)=O